(4-chloro-2-fluoro-phenyl)-7-[(2R,4S)-2-(5-cyclopropyl-1,2,4-oxadiazol-3-yl)tetrahydropyran-4-yl]-2,3-dimethyl-pyrazino[1,2-a]pyrimidin-4-one ClC1=CC(=C(C=C1)C1=C(N=CC=2N1C(C(=C(N2)C)C)=O)[C@@H]2C[C@@H](OCC2)C2=NOC(=N2)C2CC2)F